7-bromo-1-isopropyl-3,4-dihydroquinolin-2(1H)-one BrC1=CC=C2CCC(N(C2=C1)C(C)C)=O